2-(4-Methylpiperazin-1-yl)ethyl 4-((4-(2-(((5-methoxypyridin-3-yl)methyl)((1-methyl-1H-indazol-5-yl)methyl)amino)ethyl)phenyl)carbamoyl)-3-(4-oxo-4H-chromene-2-carboxamido)benzoate COC=1C=C(C=NC1)CN(CCC1=CC=C(C=C1)NC(=O)C1=C(C=C(C(=O)OCCN2CCN(CC2)C)C=C1)NC(=O)C=1OC2=CC=CC=C2C(C1)=O)CC=1C=C2C=NN(C2=CC1)C